NC1=C(C(=O)NC(C)C)C=C(C=N1)C1=C(C=C(C=C1)NC([C@@H](C1=CC(=CC=C1)C(F)(F)F)O)=O)Cl (R)-2-amino-5-(2-chloro-4-(2-hydroxy-2-(3-(trifluoromethyl)phenyl)acetamido)phenyl)-N-isopropylnicotinamide